methyl 4-(1-(2-amino-3-(benzyloxy)-3-oxopropyl)-1H-imidazol-4-yl)benzoate NC(CN1C=NC(=C1)C1=CC=C(C(=O)OC)C=C1)C(=O)OCC1=CC=CC=C1